C1(CC1)C1=CC2=C(N=C(N=C2)NC2=CC=C(C=C2)N2CCN(CC2)C)N1C1=NC(=CC=C1)CC(C)C 6-cyclopropyl-7-(6-isobutylpyridin-2-yl)-N-(4-(4-methylpiperazin-1-yl)phenyl)-7H-pyrrolo[2,3-d]pyrimidin-2-amine